2-oxazolidone lithium salt [Li+].O1[C-]=NC(C1)=O